tert-butyl (4S)-4-[[(2S)-2-[[(2R)-2-(9H-fluoren-9-ylmethoxycarbonylamino)-4-methyl-pentanoyl]amino]propanoyl]amino]-5-[4-(hydroxymethyl)anilino]-5-oxo-pentanoate C1=CC=CC=2C3=CC=CC=C3C(C12)COC(=O)N[C@@H](C(=O)N[C@H](C(=O)N[C@@H](CCC(=O)OC(C)(C)C)C(=O)NC1=CC=C(C=C1)CO)C)CC(C)C